CC(C(=O)SCCNC(CCNC([C@@H](C(COP(OP(OC[C@@H]1[C@H]([C@H]([C@@H](O1)N1C=NC=2C(N)=NC=NC12)O)OP(=O)(O)O)(=O)O)(=O)O)(C)C)O)=O)=O)C methylpropanoyl-CoA